C(C1=CC=CC=C1)NC(C(=C1C2=NC=CC=C2C=2C1=NC=CC2)C#N)=O N-benzyl-2-cyano-2-(9H-cyclopenta[1,2-b:4,3-b']dipyridin-9-ylidene)acetamide